C(C1=CC=CC=C1)N1CCNCCNCCNCC1 1-benzyl-1,4,7,10-tetraazacyclododecane